3-(N-(4-bromophenyl)sulfamoyl)-N-(2-(dimethylamino)-3-methylbutyl)benzamide BrC1=CC=C(C=C1)NS(=O)(=O)C=1C=C(C(=O)NCC(C(C)C)N(C)C)C=CC1